tert-butyl ((1S,2R)-5-bromo-2-methoxy-2,3-dihydro-1H-inden-1-yl)(methyl)carbamate BrC=1C=C2C[C@H]([C@H](C2=CC1)N(C(OC(C)(C)C)=O)C)OC